N1C(CC=C1)C(=O)O 2,3-dihydro-1H-pyrrole-2-carboxylic acid